2-(2,6-dichlorophenyl)-5-methoxypyrimidine ClC1=C(C(=CC=C1)Cl)C1=NC=C(C=N1)OC